3-(5-(1-(3,5-bis(trifluoro-methyl)benzyl)piperidin-4-yl)-1-oxoisoindolin-2-yl)piperidine-2,6-dione FC(C=1C=C(CN2CCC(CC2)C=2C=C3CN(C(C3=CC2)=O)C2C(NC(CC2)=O)=O)C=C(C1)C(F)(F)F)(F)F